BrC=1C=C2C=CN=C(C2=CC1)NC(OC)=O Methyl (6-bromoisoquinolin-1-yl)carbamate